1-(4-chlorophenyl)-3-hydroxy-2-(thiophen-2-yl)butan-1-one ClC1=CC=C(C=C1)C(C(C(C)O)C=1SC=CC1)=O